4-{4'-[2-((2R,6S)-4-acetyl-2,6-dimethylpiperazin-1-yl)ethoxy]-[1,1'-biphenyl]-4-yl}-6-methyl-1-tosyl-1H-pyrrolo[2,3-c]pyridin-7(6H)-one C(C)(=O)N1C[C@H](N([C@H](C1)C)CCOC1=CC=C(C=C1)C1=CC=C(C=C1)C=1C2=C(C(N(C1)C)=O)N(C=C2)S(=O)(=O)C2=CC=C(C)C=C2)C